P(=O)(OOC(CCCCCCCCCCCCCCC)CCC)([O-])[O-] propylhexadecyloxy phosphate